3-[p-(3-Morpholinopropoxy)phenyl]dispiro[cyclohexane-1,3'-[1,2,4]trioxolane-5',2''-tricyclo[3.3.1.13,7]decane] O1CCN(CC1)CCCOC1=CC=C(C=C1)C1CC2(OOC3(C4CC5CC(CC3C5)C4)O2)CCC1